ClC=1N=NC(=CC1C(=O)NC=1SC2=C(N1)C=1C=CC(=CC1OC2(CC)CC)C(F)(F)F)OC 3-chloro-N-(4,4-diethyl-7-(trifluoromethyl)-4H-chromeno[4,3-d]thiazol-2-yl)-6-methoxypyridazine-4-carboxamide